1-(3-{4-chloro-5-ethyl-7H-pyrrolo[2,3-b]pyridin-3-yl}phenyl)-3-(2,2-dimethoxyethyl)-1,3-diazinan-2-one ClC1=C2C(NC=C1CC)=NC=C2C=2C=C(C=CC2)N2C(N(CCC2)CC(OC)OC)=O